Cl.NCCCNC1=C(C=C(C(=O)N)C=C1)[N+](=O)[O-] 4-((3-aminopropyl)amino)-3-nitrobenzamide hydrochloride